BrC=1C=CC(=C(C1)C(C)(C)O)Cl 2-(5-bromo-2-chloro-phenyl)propan-2-ol